Ethyl 2-(2,6-dimethyl-4-((5-oxo-4-(2-(trifluoromethyl) phenyl)-4,5-dihydro-1H-1,2,4-triazol-1-yl) methyl) phenoxy)-2-methylpropionate CC1=C(OC(C(=O)OCC)(C)C)C(=CC(=C1)CN1N=CN(C1=O)C1=C(C=CC=C1)C(F)(F)F)C